COCCOCCOC(C(=O)O)C 2-(2-(2-methoxyethoxy)ethoxy)propionic acid